N-(4-((1S,4S)-2,5-Diazabicyclo[2.2.1]heptan-2-yl)-2-(3-fluoropyridin-4-yl)-1-methyl-1H-benzo[d]imidazol-5-yl)-2-(2-fluoro-6-methoxyphenyl)pyrimidine-4-carboxamide [C@@H]12N(C[C@@H](NC1)C2)C2=C(C=CC=1N(C(=NC12)C1=C(C=NC=C1)F)C)NC(=O)C1=NC(=NC=C1)C1=C(C=CC=C1OC)F